N'-(2-chloro-5-methyl-4-((4-(trifluoromethyl)phenyl)amino)phenyl)-N-ethyl-N-methylformimidamide ClC1=C(C=C(C(=C1)NC1=CC=C(C=C1)C(F)(F)F)C)N=CN(C)CC